C(C)S(=O)(=O)C=1C=C(C=NC1C=1OC2=C(N1)C=C(C=C2)S(=O)(=N)C(F)(F)F)C2(CC2)C#N 1-[5-ethylsulfonyl-6-[5-(trifluoromethylsulfonimidoyl)-1,3-benzoxazol-2-yl]-3-pyridyl]cyclopropane-carbonitrile